4-[(4-amino-2-methylphenyl)(4-methylphenyl)methyl]-3-methylaniline NC1=CC(=C(C=C1)C(C1=C(C=C(N)C=C1)C)C1=CC=C(C=C1)C)C